N-(2,2-dimethyl-6-(2-oxa-6-azaspiro[3.4]octan-6-yl)-2,3-dihydrobenzofuran-5-yl)pyrazolo[1,5-a]pyrimidine-3-carboxamide CC1(OC2=C(C1)C=C(C(=C2)N2CC1(COC1)CC2)NC(=O)C=2C=NN1C2N=CC=C1)C